C(C=C)NC1=NC(=CC=C1S(=O)(=O)N1[C@@H](CCC1)C(=O)O)C ((2-(Allylamino)-6-methylpyridin-3-yl)sulfonyl)-L-proline